BrC=1C=C(OCCSCC2=NNC(O2)=O)C=CC1Br 5-[(3,4-dibromophenoxyethylsulfanyl)methyl]-1,3,4-oxadiazol-2(3H)-one